OC1=CC=C(C=C1)C(=C(CC)C1=CC=C(C=C1)O)C1=CC=C(C=C1)N1CCC(CC1)CN1C2CN(CC1C2)C=2C=C1CN(CC1=CC2F)C2C(NC(CC2)=O)=O 5-(6-((1-(4-(1,2-bis(4-hydroxyphenyl)but-1-en-1-yl)phenyl)piperidin-4-yl)methyl)-3,6-diazabicyclo[3.1.1]heptane-3-yl)-2-(2,6-dioxopiperidin-3-yl)-6-fluoroisoindoline